(R)-3-(3-hydroxypyrrolidin-1-yl)-2-(1H-pyrazol-3-yl)-8-(trifluoromethoxy)dibenzo[b,f][1,4]oxazepin O[C@H]1CN(CC1)C1=CC2=C(C=NC3=C(O2)C=CC(=C3)OC(F)(F)F)C=C1C1=NNC=C1